C(C)(C)NC(O[C@H]1C[C@H](CC1)C1=CC(=NN1)NC(=O)C1CC(C1)OC1=C(C(=CC=C1)OCC1=CC=CC=C1)C1OCCO1)=O (1R,3S)-3-(3-(3-(3-(benzyloxy)-2-(1,3-dioxolan-2-yl)phenoxy) cyclobutane-1-carboxamido)-1H-pyrazol-5-yl)cyclopentyl isopropylcarbamate